iridium(III) bis[2-(2,4-difluorophenyl)-5-methylpyridine] FC1=C(C=CC(=C1)F)C1=NC=C(C=C1)C.FC1=C(C=CC(=C1)F)C1=NC=C(C=C1)C.[Ir+3]